1,2-cyclohexanedicarboxylic acid anhydride C12C(CCCC1)C(=O)OC2=O